2-(bromomethyl)phenylboronic acid pinacol ester BrCC1=C(C=CC=C1)B1OC(C)(C)C(C)(C)O1